1-(7-((2-(2,6-dioxopiperidin-3-yl)-1,3-dioxoisoindolin-4-yl)oxy)heptyl)piperidine-4-carboxamide O=C1NC(CCC1N1C(C2=CC=CC(=C2C1=O)OCCCCCCCN1CCC(CC1)C(=O)N)=O)=O